ClC=1C=C(C=CC1F)NC1=NC2=CC=CC=C2C(=N1)N[C@H](C)C1CC1 (R)-N2-(3-chloro-4-fluorophenyl)-N4-(1-cyclopropylethyl)quinazoline-2,4-diamine